CC=1C=C(C=C(C1CC=1C=C2C=CC(OC2=CC1)=O)C)N1N=C(C(NC1=O)=O)C#N 2-[3,5-dimethyl-4-[(2-oxochromen-6-yl)methyl]phenyl]-3,5-dioxo-1,2,4-triazine-6-carbonitrile